ClC1=C(C=C(C=C1)C=1OC(CNN1)C)OC 2-(4-chloro-3-methoxy-phenyl)-6-methyl-5,6-dihydro-4H-1,3,4-oxadiazine